(5,6,7,8-tetrahydronaphthalen-2-yl)methylamine C1=C(C=CC=2CCCCC12)CN